COC=1C=C(C=C(C1)OC)C1=CC(=CC(=C1)OC)OC 3,3',5,5'-tetramethoxy-1,1'-biphenyl